2-chloro-1-(2-methylpyridin-3-yl)ethan-1-one ethane-1,2-disulfonate C(CS(=O)(=O)O)S(=O)(=O)O.ClCC(=O)C=1C(=NC=CC1)C